OC1C(COCC1)N1CC2=NC(=C(C=C2C1=O)CC1=CC=C(C=C1)OC)C 6-(4-hydroxy-tetrahydro-pyran-3-yl)-2-methyl-3-(4-methoxybenzyl)-6,7-dihydro-pyrrolo[3,4-b]pyridin-5-one